2-allylthio-1-(3-chlorophenyl)propane-1-one C(C=C)SC(C(=O)C1=CC(=CC=C1)Cl)C